6-({4-aminobicyclo[2.2.2]octan-1-yl}amino)-1-(2,2,2-trifluoroethyl)imidazo[4,5-c]pyridine-2-carbonitrile NC12CCC(CC1)(CC2)NC2=CC1=C(C=N2)N=C(N1CC(F)(F)F)C#N